3-methacryloxyoctyl-methyl-dimethoxysilane [(R)-2,2-Dimethyl-3-(1-methylethylidene)-cyclobutyl]methyl-(S)-2-methylbutanoate CC1([C@@H](CC1=C(C)C)COC([C@H](CC)C)=O)C.C(C(=C)C)(=O)OC(CC[Si](OC)(OC)C)CCCCC